BrC1=CC=C(C=C1)[C@H](CF)N |r| (±)-1-(4-bromophenyl)-2-fluoro-ethanamine